CC=1SC(=CN1)B1OC(C(O1)(C)C)(C)C 2-methyl-5-(4,4,5,5-tetramethyl-1,3,2-dioxaborolan-2-yl)-1,3-thiazole